[4-[4-amino-2-(N-(2-amino-1-methyl-2-oxo-ethyl)-4-fluoro-anilino)thiazole-5-carbonyl]phenoxy]-N-[(4-chlorophenyl)methyl]-2-methyl-propanamide NC=1N=C(SC1C(=O)C1=CC=C(OC(C(=O)NCC2=CC=C(C=C2)Cl)(C)C)C=C1)N(C1=CC=C(C=C1)F)C(C(=O)N)C